Cl.N1=CC(=CC=C1)CCCN 3-(pyridin-3-yl)propan-1-amine hydrochloride